NC1=CC(=C(C=C1)C1=C(C(=NC=C1)C#N)F)Cl (4-amino-2-chlorophenyl)-3-fluoropyridinecarbonitrile